BrC=1C(=C(C=O)C=C(C1OCOC)C)F 3-bromo-2-fluoro-4-(methoxymethyloxy)-5-methylbenzaldehyde